N-(3-((5-(5-(difluoromethoxy)pyridin-3-yl)-2-((1-methyl-1H-pyrazol-4-yl)amino)pyrimidin-4-yl)amino)-4-fluorophenyl)acrylamide FC(OC=1C=C(C=NC1)C=1C(=NC(=NC1)NC=1C=NN(C1)C)NC=1C=C(C=CC1F)NC(C=C)=O)F